C(C)OCCOC(CCCCC(=O)OCCOCC)=O di(2-ethoxyethyl)-adipate